2-Propyl-catechol C(CC)C1(C(O)C=CC=C1)O